2-fluoro-5-(2-trimethylsilylethynyl)aniline FC1=C(N)C=C(C=C1)C#C[Si](C)(C)C